(S)-N-Boc-3-iodo-O-ethyl-α-methyltyrosine benzyl ester C(C1=CC=CC=C1)OC([C@@](NC(=O)OC(C)(C)C)(CC1=CC(=C(C=C1)OCC)I)C)=O